pentylene glycol monoglycidyl ether acrylate C(C=C)(=O)OCCCCCOCC1CO1